N[C@@H](CCC(=O)CCNC([C@@H](NCC)CCC(N)=O)=O)C(=O)O N-ethyl-L-glutamine, gamma-glutamylethylamide